C(CCCCCCCCCCCCCCCCC)(=O)CC(C)CCC[C@@H](C)[C@H]1CC[C@H]2[C@@H]3CC=C4C[C@@H](O)CC[C@]4(C)[C@H]3CC[C@]12C stearoyl-cholesterol